FC1=NC=CC(=C1)C=1C=NC=2CCN(CC2C1)C1=NC=C(C#N)C=C1C 6-(3-(2-fluoropyridin-4-yl)-7,8-dihydro-1,6-naphthyridin-6(5H)-yl)-5-methylnicotinonitrile